C1(CCCCC1)C=1N=CC(=NC1)CN(C(=O)[C@@H]1N(CC1)S(=O)(=O)C1=C(C(=C(C(=C1F)F)F)F)F)C1=CC(=C(C=C1)C(NC)=O)O (R)-N-((5-cyclohexylpyrazin-2-yl)methyl)-N-(3-hydroxy-4-(methylcarbamoyl)phenyl)-1-((perfluorophenyl)sulfonyl)azetidine-2-carboxamide